FC1=C(C=CC(=C1)F)S(=O)(=O)NC=1C=C(C=NC1OC)C=1C=C2C(=NC=NC2=CC1)N1[C@H](CN(CC1)C(=O)OC(C)(C)C)C tert-butyl (S)-4-(6-(5-((2,4-difluorophenyl)sulfonamido)-6-methoxypyridin-3-yl)quinazolin-4-yl)-3-methylpiperazine-1-carboxylate